C(=C)(C)C=1C=C(C(C)(C)N=C=NC(C2=CC(=CC=C2)C(=C)C)(C)C)C=CC1 bis[3-isopropenyl-dimethylbenzyl]Carbodiimide